7-nitro-1H-indole-2-carboxylic acid [N+](=O)([O-])C=1C=CC=C2C=C(NC12)C(=O)O